trans-deca-1,3-diene C=C\C=C\CCCCCC